N,N-dimethyl-N-ethyl-N-decyl-ammonium C[N+](CCCCCCCCCC)(CC)C